3-(cyclopropylmethoxy)-N-[(1R)-1-(2-methylpyrimidin-5-yl)ethyl]-5-(5-methyl-1,3-thiazol-2-yl)benzamide C1(CC1)COC=1C=C(C(=O)N[C@H](C)C=2C=NC(=NC2)C)C=C(C1)C=1SC(=CN1)C